7-((2-((4-(4-methylpiperazin-1-yl)-2-(trifluoromethoxy)phenyl)amino)-5-(trifluoromethyl)pyrimidin-4-yl)amino)isoindolin-1-one CN1CCN(CC1)C1=CC(=C(C=C1)NC1=NC=C(C(=N1)NC=1C=CC=C2CNC(C12)=O)C(F)(F)F)OC(F)(F)F